C1(CC1)C1=C(C(=NO1)C1=C(C=NC=C1Cl)Cl)C=C1CC2(C1)CCN(CC2)C=2C=C1C(=CC(=NC1=CC2)C(=O)O)OC 6-(2-((5-cyclopropyl-3-(3,5-dichloropyridin-4-yl)isoxazol-4-yl)methylene)-7-azaspiro[3.5]non-7-yl)-4-methoxyquinoline-2-carboxylic acid